N-[6-(2,2-difluoroethoxy)-5-fluoro-2-methoxy-3-pyridyl]-2-(difluoromethyl)-1-keto-isoquinoline-5-sulfonamide FC(COC1=C(C=C(C(=N1)OC)NS(=O)(=O)C=1C=2C=CN(C(C2C=CC1)=O)C(F)F)F)F